C(#N)CCN(C1=CC=CC=C1)CC1=CC=CC=C1 N-cyanoethyl-N-benzyl-aniline